N-((1R,3S)-3-(4-ethyl-5-methyl-4H-1,2,4-triazol-3-yl)cyclohexyl)-4-(oxetan-3-yloxy)-5-(trifluoromethyl)pyrimidin-2-amine C(C)N1C(=NN=C1C)[C@@H]1C[C@@H](CCC1)NC1=NC=C(C(=N1)OC1COC1)C(F)(F)F